3-(4-Fluorophenyl)-5-(2-methyl-5-nitrophenyl)-1H-1,2,4-triazole FC1=CC=C(C=C1)C1=NNC(=N1)C1=C(C=CC(=C1)[N+](=O)[O-])C